myristyl 3,5-di-tert-butyl-4-hydroxybenzoate C(C)(C)(C)C=1C=C(C(=O)OCCCCCCCCCCCCCC)C=C(C1O)C(C)(C)C